OC(CN(CCCSSCCN1CCN(CC1)CCOC(CCCCN(CC(CCCCCCC(=O)OCC(CC)CC)O)CC(CCCCCCC(=O)OCC(CC)CC)O)=O)CC(CCCCC(OC(C)C)=O)O)CCCCC(=O)OC(C)C Bis(2-ethylbutyl) 9,9'-((5-(2-(4-(2-((3-(bis(2-hydroxy-7-isopropoxy-7-oxoheptyl)amino)-propyl)disulfaneyl)ethyl)piperazin-1-yl)ethoxy)-5-oxopentyl)azanediyl)bis(8-hydroxynonanoate)